5-hydroxy-3-(5-(trifluoromethyl)pyridin-2-yl)benzothiazol-2(3H)-one OC=1C=CC2=C(N(C(S2)=O)C2=NC=C(C=C2)C(F)(F)F)C1